6-Amino-3-((1S,3S)-4'-chloro-3-(3,5-dimethyl-1H-pyrazol-1-yl)-1',2'-dihydrospiro[cyclopentane-1,3'-pyrrolo[2,3-b]pyridin]-5'-yl)-2-fluoro-N,N-dimethylbenzamide NC1=CC=C(C(=C1C(=O)N(C)C)F)C=1C(=C2C(=NC1)NC[C@@]21C[C@H](CC1)N1N=C(C=C1C)C)Cl